(R)-2-hexyl-N-((1S,2S)-1-hydroxy-1-phenylpropane-2-yl)-N-methyldecanoamide C(CCCCC)[C@@H](C(=O)N(C)[C@H]([C@H](C1=CC=CC=C1)O)C)CCCCCCCC